3-fluoro-2-ethylbenzenesulfonyl chloride FC=1C(=C(C=CC1)S(=O)(=O)Cl)CC